ClC1=CC(=NC=N1)OC=1C=CC(=NC1)N 5-((6-Chloropyrimidin-4-yl)oxy)pyridin-2-amine